1,3,5-tris(4-t-butyl-3-hydroxy-2,6-dimethylphenyl)-1,3,5-triazine-2,4,6(1H,3H,5H)-trione C(C)(C)(C)C1=C(C(=C(C(=C1)C)N1C(N(C(N(C1=O)C1=C(C(=C(C=C1C)C(C)(C)C)O)C)=O)C1=C(C(=C(C=C1C)C(C)(C)C)O)C)=O)C)O